P(O)(N)OC[C@@H]1[C@H](C[C@@H](O1)N1C(=O)NC(=SCCC#N)C=C1)O S4-(2-cyanoethyl)-4-thio-2'-deoxyuridine phosphoramidite